Ethyl 3-amino-2-(3-chloro-4-fluoro-phenyl)propanoate NCC(C(=O)OCC)C1=CC(=C(C=C1)F)Cl